C(C)(C)(C)OC(=O)NC=1C=CC(=NC1C)C=1C=NN(C1)C 4-(5-((tert-Butoxycarbonyl)amino)-6-methylpyridin-2-yl)-1-methyl-1H-pyrazole